2-(imidazol-1-yl)-N-[(trans)-4-methoxycyclohexyl]-5,6,7,8-tetrahydroquinazoline-4-carboxamide N1(C=NC=C1)C1=NC=2CCCCC2C(=N1)C(=O)N[C@@H]1CC[C@H](CC1)OC